ClC1=CC=C(C=C1)C(=O)N1[C@@H](C=2N(CC1)C(=NN2)C2=NN(C=C2)C2CC2)C (R)-(4-chlorophenyl)(3-(1-cyclopropyl-1H-pyrazol-3-yl)-8-methyl-5,6-dihydro-[1,2,4]triazolo[4,3-a]pyrazin-7(8H)-yl)methanone